COC(C(CC)(C)N=NC(C(=O)OC)(CC)C)=O dimethyl-2,2'-azobis(2-methyl butyrate)